C(CCC)C1CS(C2=C(N(C1)C1=CC=C(C=C1)F)C=C(C(=C2)O/C=C/C(=O)O)SC)(=O)=O (E)-3-((3-butyl-5-(4-fluorophenyl)-7-(methylthio)-1,1-dioxido-2,3,4,5-tetrahydro-1,5-benzothiazepin-8-yl)oxy)acrylic acid